1-((3R,4S,5R,6R)-2,2-diallyl-3,5-bis(benzyloxy)-6-((benzyloxy)methyl)tetrahydro-2H-pyran-4-yl)-4-(3,4,5-trifluorophenyl)-1H-1,2,3-triazole C(C=C)C1(O[C@@H]([C@@H]([C@@H]([C@H]1OCC1=CC=CC=C1)N1N=NC(=C1)C1=CC(=C(C(=C1)F)F)F)OCC1=CC=CC=C1)COCC1=CC=CC=C1)CC=C